C[Si](C)(C)CN1N=NC2=C1C=CC=C2 1-[(trimethylsilyl)methyl]benzo-triazole